CC1N(C(CC(C1)C1=NN(C(=C1)C)C1=CC=C(C=C1)OC(F)(F)F)C)C(CN1CCOCC1)=O 1-[2,6-dimethyl-4-[5-methyl-1-[4-(trifluoromethoxy)phenyl]pyrazol-3-yl]-1-piperidyl]-2-morpholino-ethanone